ClC1=C(C(=O)N2COC3=C(C2)C=CC=C3C3=CC(=C(C(=O)O)C=C3F)N3C2COCC3CC2)C(=CC(=C1)N1[C@@H](CN([C@@H](C1)C)C)C)Cl 4-[3-[2,6-Dichloro-4-[(2R,5R)-2,4,5-trimethylpiperazin-1-yl]benzoyl]-2,4-dihydro-1,3-benzoxazin-8-yl]-5-fluoro-2-(3-oxa-8-azabicyclo[3.2.1]octan-8-yl)benzoic acid